C(#N)C=1C=NC2=C(C=C(C=C2C1NCC(C)(C)C)N[C@H](C=1N=NN(C1)C1(CC1)C(=O)N)C=1C(=NC(=CC1)F)C)F (S)-1-(4-(((3-cyano-8-fluoro-4-(neopentylamino)quinolin-6-yl)amino)(6-fluoro-2-methylpyridin-3-yl)methyl)-1H-1,2,3-triazol-1-yl)cyclopropane-1-carboxamide